2-((1H-Indol-5-yl)oxy)-N-((2,4-dimethylphenyl)sulfonyl)acetamide N1C=CC2=CC(=CC=C12)OCC(=O)NS(=O)(=O)C1=C(C=C(C=C1)C)C